1,3-dibromoisophthalaldehyde BrC1(C=O)CC(C=O)(CC=C1)Br